N1C(=NC2=C1C=CC=C2)C2=NNC=C2N 3-(1H-benzoimidazol-2-yl)-1H-pyrazol-4-ylamine